3-(Cyclopropyl-(methoxy)methyl)-6-fluoro-2-methoxybenzonitrile C1(CC1)C(C=1C(=C(C#N)C(=CC1)F)OC)OC